N-[(2S,3R)-2-[(2,2'-difluoro[1,1'-biphenyl]-3-yl)methyl]-4,4-difluoro-1-(oxetane-2-carbonyl)pyrrolidin-3-yl]cyclopropane-sulfonamide FC1=C(C=CC=C1C[C@@H]1N(CC([C@@H]1NS(=O)(=O)C1CC1)(F)F)C(=O)C1OCC1)C1=C(C=CC=C1)F